(3-(methoxy-d3)propyl)carbamic acid tert-butyl ester C(C)(C)(C)OC(NCCCOC([2H])([2H])[2H])=O